(2R,4S)-5-([1,1'-biphenyl]-4-yl)-4-(tert-butoxycarbonylamino)-2-methyl-pentanoic acid C1(=CC=C(C=C1)C[C@H](C[C@H](C(=O)O)C)NC(=O)OC(C)(C)C)C1=CC=CC=C1